NC1=CC(=NC=N1)C1=C(C=CC=C1)CNC(=O)C=1N(C(N2C1CN(C(C2)C)C(C2=CC(=C(C=C2)Br)Cl)=O)=O)C2=CC=C(C=C2)OC2CC2 N-[[2-(6-amino-pyrimidin-4-yl)phenyl]methyl]-7-(4-bromo-3-chloro-benzoyl)-2-[4-(cyclopropoxy)phenyl]-6-methyl-3-oxo-6,8-dihydro-5H-imidazo[1,5-a]pyrazine-1-carboxamide